FC(C=1SC=C(N1)C(C)C(=O)C(C)C=1N=C(SC1)C(F)(F)F)(F)F 1-[2-(trifluoromethyl) thiazol-4-yl]Ethyl ketone